5-(acryloyloxy)methyl-1,3-oxathiolan-2-one C(C=C)(=O)OCC1CSC(O1)=O